2-[(3-chloro-2-fluorophenyl)methyl]-1H-pyrrole ClC=1C(=C(C=CC1)CC=1NC=CC1)F